ureidobarbituric acid N(C(=O)N)C1C(NC(NC1=O)=O)=O